1-((7-((R)-3-cyclohexyl-2-methylpropanoyl)-10-hydroxy-7-azaspiro[4.5]decan-10-yl)methyl)-N,N-dimethyl-6-oxo-1,6-dihydropyridine-3-carboxamide C1(CCCCC1)C[C@H](C(=O)N1CC2(CCCC2)C(CC1)(O)CN1C=C(C=CC1=O)C(=O)N(C)C)C